COC1=NC=CC=C1C=O 2-methoxypyridine-3-carbaldehyde